F[C@H](C1(COC1)C=1C=C(C=CC1)N1C(C2=CC(=CC(=C2C1)C(F)(F)F)CN1CC(C1)(C)O)=O)C1=NN=CN1C (R)-2-(3-(3-(fluoro(4-methyl-4H-1,2,4-triazol-3-yl)methyl)oxetan-3-yl)phenyl)-6-((3-hydroxy-3-methylazetidin-1-yl)methyl)-4-(trifluoromethyl)isoindolin-1-one